C(C)(=O)NC1=CC=C(C(=N1)C(=O)O)Br 6-acetamido-3-bromopicolinic acid